methyl 2-((3,4-difluoro-2-methyl-phenyl)amino)-5-(trifluoromethyl)-benzoate FC=1C(=C(C=CC1F)NC1=C(C(=O)OC)C=C(C=C1)C(F)(F)F)C